C(CCCCCCCCCCCCCCCCC)OC(C(=CC1=CC=CC=C1)C(OCC)=NOC(C)=O)=O octadecyl-2-((acetoxyimino) (ethoxy) methyl)-3-phenylacrylate